N-[3-chloro-4-[4-(1,1-dimethylpiperidin-1-ium-4-carbonyl)piperazine-1-carbonyl]phenyl]-5-[2-chloro-4-[1-(2-methoxyethyl)-5-methyl-pyrazol-4-yl]phenyl]-1-methyl-imidazole-2-carboxamide ClC=1C=C(C=CC1C(=O)N1CCN(CC1)C(=O)C1CC[N+](CC1)(C)C)NC(=O)C=1N(C(=CN1)C1=C(C=C(C=C1)C=1C=NN(C1C)CCOC)Cl)C